C(#N)C1=NC=C(C(=C1)C1=CC=2N(C=C1)N=C(C2)NC(=O)C2CC2)OC2CC(NC(C2)(C)C)(C)C N-[5-[2-cyano-5-[(2,2,6,6-tetramethyl-4-piperidyl)oxy]-4-pyridyl]pyrazolo[1,5-a]pyridin-2-yl]cyclopropanecarboxamide